3-(N-(3-(6,8-dichloro-2-methyl-1,2,3,4-tetrahydroisoquinolin-4-yl)phenyl)sulfamoylamino)propylphosphonic acid ClC=1C=C2C(CN(CC2=C(C1)Cl)C)C=1C=C(C=CC1)NS(=O)(=O)NCCCP(O)(O)=O